(R)-2-(2,2,5,5-tetramethyl-1,3-dioxolan-4-yl)ethan-1-ol CC1(OC([C@H](O1)CCO)(C)C)C